7-fluoro-6-hydroxy-1-methyl-N-(4-methyl-1,1-dioxidotetrahydro-2H-thiopyran-4-yl)-1H-benzo[d]imidazole-2-carboxamide FC1=C(C=CC2=C1N(C(=N2)C(=O)NC2(CCS(CC2)(=O)=O)C)C)O